C(C=C)(=O)N1C[C@](CC1)(C1=C(C(=CC=C1)Cl)C)NC1=CC=C2C(C(N(C2=C1)C)=O)(C)C (S)-6-((1-Acryloyl-3-(3-chloro-2-methylphenyl)pyrrolidin-3-yl)amino)-1,3,3-trimethylindolin-2-one